methyl (4-iodobenzamido)acetate IC1=CC=C(C(=O)NCC(=O)OC)C=C1